C(CCC)C1=CC=C(C=C1)N(C1=CC=CC=C1)CCCCCCCC mono-butyl-mono-octyl-diphenylamine